4-methoxy-5-(4-methoxyphenyl)-N-(4-((4-methyl-piperazin-1-yl)methyl)phenyl)-7H-pyrrolo[2,3-d]pyrimidin-2-amine COC=1C2=C(N=C(N1)NC1=CC=C(C=C1)CN1CCN(CC1)C)NC=C2C2=CC=C(C=C2)OC